ClC1=NC(=CC(=N1)C(C)O)NC1CCC(CC1)(F)F 1-(2-chloro-6-((4,4-difluorocyclohexyl)amino)pyrimidin-4-yl)ethan-1-ol